FC(C(=O)O)(F)F.FC(C1=NN=C(O1)C=1C=CC(=NC1)CN1C(C2=CC=C(C=C2C(C1=O)(C)C)N1CCNCC1)=O)F 2-((5-(5-(difluoromethyl)-1,3,4-oxadiazole-2-yl)pyridine-2-yl)methyl)-4,4-dimethyl-6-(piperazine-1-yl)isoquinoline-1,3(2H,4H)-dione 2,2,2-trifluoroacetate